(3-methoxy-4-pyridyl)-3-methyl-6-(trifluoromethyl)indolin-2-one COC=1C=NC=CC1N1C(C(C2=CC=C(C=C12)C(F)(F)F)C)=O